1-(4-chlorophenyl)guanidine ClC1=CC=C(C=C1)NC(=N)N